COC1=CC=C(CN2C=CC=C2)C=C1 1-(4-methoxybenzyl)-1H-pyrrole